N-[4-[[4-[1-[3-Chloro-5-cyano-4-[4-[[2-(2,6-dioxo-3-piperidyl)-1,3-dioxo-isoindolin-5-yl]amino]butoxy]phenyl]-1-methyl-ethyl]phenoxy]methyl]pyrimidin-2-yl]methanesulfonamide ClC=1C=C(C=C(C1OCCCCNC=1C=C2C(N(C(C2=CC1)=O)C1C(NC(CC1)=O)=O)=O)C#N)C(C)(C)C1=CC=C(OCC2=NC(=NC=C2)NS(=O)(=O)C)C=C1